NC=1N=C(SC1C(C1=CC=C(C=C1)OCC(NC1=C2C(=NC=N1)NN=C2)=O)=O)N(C2=CC=C(C=C2)F)C(C(=O)N)C (N-[4-Amino-5-[4-[2-oxo-2-(1H-pyrazolo[3,4-d]pyrimidin-4-ylamino)ethoxy]benzoyl]thiazol-2-yl]-4-fluoroanilino)propanamid